tert-Butyl (3R)-3-{[5-(2-fluoro-5-methoxyphenyl)-1-trityl-1H-indazol-3-yl]carbamoyl}piperidine-1-carboxylate FC1=C(C=C(C=C1)OC)C=1C=C2C(=NN(C2=CC1)C(C1=CC=CC=C1)(C1=CC=CC=C1)C1=CC=CC=C1)NC(=O)[C@H]1CN(CCC1)C(=O)OC(C)(C)C